ClC=1C(=CC2=C(C[C@@](O2)([C@H]2NC3(CC3)CC2)C2=CC=CC=C2)C1C=1C(=CC2=C(OCCO2)C1F)C(=O)N)F (S)-7-((S)-5-Chloro-6-fluoro-2-phenyl-2-((S)-4-azaspiro[2.4]heptan-5-yl)-2,3-dihydrobenzofuran-4-yl)-8-fluoro-2,3-dihydrobenzo[b][1,4]dioxine-6-carboxamide